5-bromo-1-(2-methoxyethyl)-3-methyl-1,3-dihydro-2H-benzo[d]imidazol-2-one BrC1=CC2=C(N(C(N2C)=O)CCOC)C=C1